N1CCC(CC1)CP(OCC)(OCC)=O diethyl piperidin-4-ylmethylphosphonate